CC1(CCCC2(C3CCC(CC3CCC12)C(C)C)C)CO dodecahydro-1,4a-dimethyl-7-(1-methylethyl)-1-phenanthrenemethanol